3,4,5-trifluorophenylacetylene FC=1C=C(C=C(C1F)F)C#C